3-isopropyl-5-(4,4,5,5-tetramethyl-1,3,2-dioxaborolan-2-yl)-2,1-benzothiazole C(C)(C)C=1SN=C2C1C=C(C=C2)B2OC(C(O2)(C)C)(C)C